ClC1=C(C(=O)NC=2C=C3C=C(N(C3=CC2)C)C(=O)NCC2=CC(=C(C=C2)F)F)C=C(C=C1)CNC(C(C)C)=O 5-(2-chloro-5-(isobutyrylaminomethyl)benzoylamino)-N-(3,4-difluorobenzyl)-1-methyl-1H-indole-2-carboxamide